NC1=CC=C(C(=N1)C=O)C=1C=NC=CC1 6-AMINO-3-(PYRIDIN-3-YL)PICOLINALDEHYDE